FC(S(=O)(=O)[O-])(F)F.CC1=CC=C(C=C1)[SH2+] (4-METHYLPHENYL)Sulfonium trifluoromethanesulfonate